3-methylimidazolidin-4-one hydrochloride Cl.CN1CNCC1=O